4-amino-3-[[4-[4-[(1-amino-5-sulfonaphthalen-2-yl)diazenyl]phenyl]phenyl]diazenyl]-5-oxo-6-(phenylhydrazinylidene)naphthalene-2,7-disulfonic acid NC1=C(C(=CC=2C=C(C(C(C12)=O)=NNC1=CC=CC=C1)S(=O)(=O)O)S(=O)(=O)O)N=NC1=CC=C(C=C1)C1=CC=C(C=C1)N=NC1=C(C2=CC=CC(=C2C=C1)S(=O)(=O)O)N